FC1(CCN(CC1)C1NC(CC(C1F)N)C)F 2-(4,4-Difluoropiperidin-1-yl)-3-fluoro-6-methylpiperidin-4-amine